2-(4-chloro-2-methoxyphenoxy)acetic acid ClC1=CC(=C(OCC(=O)O)C=C1)OC